tert-butyl 2-(5-chloropyridin-2-yl)-4-oxo-6,7-dihydrothiazolo[5,4-c]pyridine-5(4H)-carboxylate ClC=1C=CC(=NC1)C=1SC=2C(N(CCC2N1)C(=O)OC(C)(C)C)=O